FC=1C=C(C=C(C1)OCC(C)C)C1=CC=C(C(=N1)N1CCCC2(COC2)C1)C(=O)NS(=O)(=O)C1=CC=NN1 6-(3-Fluoro-5-isobutoxyphenyl)-2-(2-oxa-8-azaspiro[3.5]nonan-8-yl)-N-(1H-pyrazol-5-ylsulfonyl)pyridin-3-carboxamid